FC(CF)OCCF 2-fluoroethyl 1,2-difluoroEthyl ether